COC(=O)N1N=CC=C1C1=CC=CC=C1 5-phenyl-1H-pyrazole-1-carboxylic acid methyl ester